4-(6-(2-(3-(azepan-1-yl)prop-1-yn-1-yl)pyridin-4-yl)-2,6-diazaspiro[3.3]heptane-2-yl)-6-(2-(methoxymethoxy)phenyl)pyridazin-3-amine N1(CCCCCC1)CC#CC1=NC=CC(=C1)N1CC2(CN(C2)C2=C(N=NC(=C2)C2=C(C=CC=C2)OCOC)N)C1